cis-(3aRS,9bRS)-7-[2-((Z)-3-diethylaminoprop-1-enyl)-4-fluorobenzenesulfonylamino]-1,2,3a,4,5,9b-hexahydrofuro[2,3-c]quinoline-6-carboxylic acid C(C)N(C\C=C/C1=C(C=CC(=C1)F)S(=O)(=O)NC1=CC=C2[C@@H]3[C@H](CNC2=C1C(=O)O)OCC3)CC |r|